NC1CN(CC1)CC1=C(C=C(C=C1OC)C=1C(=C(C=CC1)C1=C(C(=CC=C1)NC(=O)C=1C(N(C(NC1)=O)C)=O)C)C)F N-(4''-((3-aminopyrrolidin-1-yl)methyl)-3''-fluoro-5''-methoxy-2,2'-dimethyl-[1,1':3',1''-terphenyl]-3-yl)-3-methyl-2,4-dioxo-1,2,3,4-tetrahydropyrimidine-5-carboxamide